CN1C=C(C=CC1=O)N1N=CC2=CC(=CC=C12)N1[C@@H]([C@H](CC1)NS(=O)(=O)C1CC1)C1=CC=CC=C1 |r| N-[rac-(2R,3S)-1-[1-(1-Methyl-6-oxo-1H-pyridin-3-yl)-1H-indazol-5-yl]-2-phenyl-pyrrolidin-3-yl]-cyclopropanesulfonic acid amide